ClC1(CC1)C(CN1N=CN=C1)(O)CCC1C(C1)(Cl)Cl α-(1-chlorocyclopropyl)-α-[2-(2,2-dichlorocyclopropyl)ethyl]-1H-1,2,4-triazole-1-ethanol